N1CC(C1)SC=1C(=NON1)C1=NOC(N1C1=CC(=C(C=C1)F)Br)=O 3-(4-(azetidin-3-ylthio)-1,2,5-oxadiazol-3-yl)-4-(3-bromo-4-fluorophenyl)-1,2,4-oxadiazol-5(4H)-one